(S)-1-(5-(6-chloro-7-fluoro-3-(1H-imidazol-1-yl)-5-methoxy-1-methyl-1H-indol-2-yl)-4H-1,2,4-triazol-3-yl)-N-(2-methoxyethyl)-N-methylethan-1-amine ClC1=C(C=C2C(=C(N(C2=C1F)C)C=1NC(=NN1)[C@H](C)N(C)CCOC)N1C=NC=C1)OC